N-(3-(5-(2-acetamidopyridin-4-yl)-2-(methylthio)-1-((2-(trimethylsilyl)ethoxy)methyl)-1H-imidazol-4-yl)phenyl)cyclopentanecarboxamide C(C)(=O)NC1=NC=CC(=C1)C1=C(N=C(N1COCC[Si](C)(C)C)SC)C=1C=C(C=CC1)NC(=O)C1CCCC1